2-(11-cyclopropyl-1,9-diazatricyclo[6.3.1.04,12]dodeca-2,4(12),5,7-tetraen-2-yl)-7-fluoro-1-methyl-benzimidazole-5-carboxylic acid C1(CC1)C1CNC2=CC=CC=3C=C(N1C32)C3=NC2=C(N3C)C(=CC(=C2)C(=O)O)F